C(C)(C)(C)OC(NC1CCN(CC1)C1=C(C=CC=C1F)C(F)F)=O [1-(2-Difluoromethyl-6-fluoro-phenyl)-piperidin-4-yl]-carbamic acid tert-butyl ester